3-bromo-5-chloro-4-isopropyl-2-methylaniline BrC=1C(=C(N)C=C(C1C(C)C)Cl)C